7-((S)-1-((2S,4r)-2-(aminomethyl)-6-oxo-5-oxa-7-azaspiro[3.4]oct-7-yl)ethyl)-3-(5,6-dihydroxypyridin-3-yl)-1H-indole-2-carboxylic acid NCC1CC2(C1)OC(N(C2)[C@@H](C)C=2C=CC=C1C(=C(NC21)C(=O)O)C=2C=NC(=C(C2)O)O)=O